C(CCCCCCCCC)C(O[Si](C(C)(C)C)(C)C)CN(CC(O[Si](C(C)(C)C)(C)C)CCCCCCCCCC)CCCOC(C1=CC=CC=C1)(C1=CC=CC=C1)C1=CC=CC=C1 5,9-bis(decyl)-2,2,3,3,11,11,12,12-octamethyl-7-[3-(triphenylmethoxy)propyl]-4,10-dioxa-7-aza-3,11-disilatridecane